C(C1=CC=CC=C1)(=O)O[C@H]1O[C@@H]([C@H]([C@@H]([C@@H]1OC(C1=CC=CC=C1)=O)OC(C1=CC=CC=C1)=O)OC(C1=CC=CC=C1)=O)COC(C1=CC=CC=C1)=O (2R,3S,4S,5R,6R)-6-((benzoyloxy)methyl)tetrahydro-2H-pyran-2,3,4,5-tetrayl tetrabenzoate